C(C)C(C)(C(C)(C1=CC=CC=C1)CC)C1=CC=CC=C1 2,3-diethyl-2,3-diphenyl-butane